(11R)-6-(2,6-dimethylphenyl)-11-(2,2-dimethylpropyl)-12-indan-2-yl-2,2-dioxo-9-oxa-2λ6-thia-3,5,12,19-tetrazatricyclo[12.3.1.14,8]nonadeca-1(18),4(19),5,7,14,16-hexaen-13-one CC1=C(C(=CC=C1)C)C1=NC=2NS(C=3C=CC=C(C(N([C@@H](COC(=C1)N2)CC(C)(C)C)C2CC1=CC=CC=C1C2)=O)C3)(=O)=O